di-germanium [GeH4+][GeH3]